7-ACETYL-4-OXO-1,4-DIHYDRO-QUINOLINE-3-CARBOXYLIC ACID C(C)(=O)C1=CC=C2C(C(=CNC2=C1)C(=O)O)=O